4-methyl-2-(o-tolyl)thiazole-5-carboxylic acid CC=1N=C(SC1C(=O)O)C1=C(C=CC=C1)C